ClC1=CC=C2C(=CNC2=C1)S(=O)(=O)NC1=NC=C(C(=N1)OC)OC1CC1 6-chloro-N-[5-(cyclopropoxy)-4-methoxy-pyrimidin-2-yl]-1H-indole-3-sulfonamide